ClC1=NC2=CC=C(C=C2C(=N1)NCC=1C=NC=C(C1)Cl)C=1C(=NOC1C)C 2-chloro-N-((5-chloropyridin-3-yl)methyl)-6-(3,5-dimethylisoxazol-4-yl)quinazolin-4-amine